NC1=NC(=NC=C1)C=1N=C(SC1)NC=1C=C(C=CC1C)NC(=O)C=1SC(=CC1)CN1CCN(CC1)C N-(3-((4-(4-Aminopyrimidin-2-yl)thiazol-2-yl)amino)-4-methylphenyl)-5-((4-methylpiperazin-1-yl)methyl)thiophene-2-carboxamide